[B](F)F.COC1=CC=C(C=C1)C(CC(=O)C1=CC(=CC(=C1)C)C)=O 1-(4-methoxyphenyl)-3-(3,5-dimethylphenyl)propane-1,3-dione boron difluoride